C(C)(C)C1=NC(=NC=N1)N 4-isopropyl-1,3,5-triazin-2-amine